C(C=C=CCCCCCCC)(=O)OCC ethyl undec-2,3-dienoate